CC(C[C@H](COC1=NC(=NC(=C1C)C1=C(C=CC=C1)C(C)C)NS(=O)(=O)C=1C=C(C(=O)O)C=CC1)NCC1=NC=C(C=N1)N1CCOCC1)(C)C 3-[[4-[(2R)-4,4-dimethyl-2-[(5-morpholinopyrimidin-2-yl)methylamino]pentoxy]-6-(2-isopropylphenyl)-5-methyl-pyrimidin-2-yl]sulfamoyl]benzoic acid